C(C)OC(CC(C#CC)C=1C=NC(=CC1)O)=O 3-(6-Hydroxypyridin-3-yl)hex-4-ynoic Acid ethyl ester